nonadecyl palmitoleate C(CCCCCCC\C=C/CCCCCC)(=O)OCCCCCCCCCCCCCCCCCCC